1-(2'-methoxy-[1,1'-biphenyl]-3-yl)naphthalene COC1=C(C=CC=C1)C1=CC(=CC=C1)C1=CC=CC2=CC=CC=C12